C(C)(C)C1(C=CC=C1)[Y](C1(C=CC=C1)C(C)C)C1(C=CC=C1)C(C)C tris(isopropylcyclopentadienyl)yttrium(III)